CC=1N=C2N(C=CC(=C2)B2OC(C(O2)(C)C)(C)C)C1C 2,3-dimethyl-7-(4,4,5,5-tetramethyl-1,3,2-dioxaborolan-2-yl)imidazo[1,2-a]pyridine